8-[[tert-butyl(dimethyl)silyl]oxymethyl]-N,N,2-trimethyl-9-tetrahydropyran-2-yl-purin-6-amine [Si](C)(C)(C(C)(C)C)OCC=1N(C2=NC(=NC(=C2N1)N(C)C)C)C1OCCCC1